di(p-trifluoromethyl-phenyl)methylene(cyclopentadienyl)(2,7-ditert-butylfluorenyl)zirconium dichloride [Cl-].[Cl-].FC(C1=CC=C(C=C1)C(=[Zr+2](C1=C(C=CC=2C3=CC=C(C=C3CC12)C(C)(C)C)C(C)(C)C)C1C=CC=C1)C1=CC=C(C=C1)C(F)(F)F)(F)F